tert-butyl N-[[6-[2-chloro-3-[3-chloro-2-[3-[(dimethylamino)methyl]-1-methyl-indol-6-yl]-4-pyridyl]phenyl]-2-methoxy-3-pyridyl]methyl]-N-[[(2S)-5-oxopyrrolidin-2-yl]methyl]carbamate ClC1=C(C=CC=C1C1=C(C(=NC=C1)C1=CC=C2C(=CN(C2=C1)C)CN(C)C)Cl)C1=CC=C(C(=N1)OC)CN(C(OC(C)(C)C)=O)C[C@H]1NC(CC1)=O